C1(=CC=CC2=CC=CC=C12)C(=O)OC1(CC(=C(CC1)C)C)C(C)=O 1-acetyl-3,4-dimethylcyclohex-3-en-1-yl 1-naphthalate